FC(C1=CN(C=2N=CN=C(C21)N2C[C@H](N(C[C@@H]2C)C(=O)OC(C)(C)C)C)C2=CC(=CC=C2)F)F tert-Butyl (2R,5S)-4-(5-(difluoromethyl)-7-(3-fluorophenyl)-7H-pyrrolo[2,3-d]pyrimidin-4-yl)-2,5-dimethylpiperazine-1-carboxylate